2-(1H-pyrazol-4-ylmethyl)morpholine N1N=CC(=C1)CC1CNCCO1